(5'S,7a'R)-1-(5-methyl-1,3-oxazole-4-carbonyl)-5'-phenyl-tetrahydro-3'H-spiro-[piperidine-4,2'-pyrrolo[2,1-b][1,3]-oxazol]-3'-one CC1=C(N=CO1)C(=O)N1CCC2(C(N3[C@H](O2)CC[C@H]3C3=CC=CC=C3)=O)CC1